OC[C@@]1(O)[C@H](O)[C@H](O)[C@H](O)CO1 alpha-D-psicose